(5S)-tert-butyl 3-(7-bromo-2-naphthoyl)-5-methyl-2-oxopiperidine-1-carboxylate BrC1=CC=C2C=CC(=CC2=C1)C(=O)C1C(N(C[C@H](C1)C)C(=O)OC(C)(C)C)=O